4,6-dimethoxy-2-methylsulfonylpyrimidine COC1=NC(=NC(=C1)OC)S(=O)(=O)C